4-ethynyl-1-Methyl-1H-pyrazole-5-d C(#C)C=1C=NN(C1[2H])C